C(C=O)(=O)N glyoxylamide